ClCCC=1C=C(C(=CC1)O)O 4-(2-chloroethyl)benzene-1,2-diol